N-[6-[4-(difluoromethylene)-1-piperidinyl]-5-(trifluoromethyl)-2,3-dihydrobenzofuran-3-yl]-N,2-dimethylpropane-2-sulfinamide FC(=C1CCN(CC1)C1=CC2=C(C(CO2)N(S(=O)C(C)(C)C)C)C=C1C(F)(F)F)F